3,6,7,10,11-penta(aminomethyl)-4b,8a,8b,12a-tetrahydrodipyrazino[2,3-f:2',3'-h]quinoxaline-2-carbonitrile NCC1=NC2=C(C3N=C(C(=NC3C3C2N=C(C(=N3)CN)CN)CN)CN)N=C1C#N